5,5-dimethyl-4-oxo-1'H-spiro[cyclohexane-1,3'-furo[3,4-c]pyridin] CC1(C(CCC2(OCC3=C2C=NC=C3)C1)=O)C